N(=[N+]=[N-])[C@@H]1CN(C[C@H]1OCC1=CC=C(C=C1)C(F)(F)F)C(=O)OC(C)(C)C tert-butyl (3R,4R)-3-azido-4-(4-(trifluoromethyl)benzyloxy)-pyrrolidine-1-carboxylate